N1CCC(CC1)OC1=NC(=NC=C1)C(F)(F)F 4-(piperidin-4-yloxy)-2-(trifluoromethyl)pyrimidine